FC(S(=O)(=O)OC1=NC(=C(C2=C1C=CS2)C2=C(C=C(C=C2)F)OCCOC)C=2N=C1N(CCN(C1)C(C=C)=O)C2)(F)F [7-[4-fluoro-2-(2-methoxyethoxy) phenyl]-6-(7-prop-2-enoyl-6,8-dihydro-5H-imidazo[1,2-a]pyrazin-2-yl) thieno[3,2-C]pyridin-4-yl] trifluoromethanesulfonate